ClC1=CC=C(C=C1)C(OC1CCNCC1)C1=NC=CC=C1 4-[(4-chlorophenyl)-(2-pyridyl)-methoxy]piperidine